2,6-Diamino-9-(beta-D-arabinofuranosyl)purine NC1=NC(=C2N=CN(C2=N1)[C@H]1[C@@H](O)[C@H](O)[C@H](O1)CO)N